2,7-difluoro-8-((triisopropylsilyl)ethynyl)naphthalene FC1=CC2=C(C(=CC=C2C=C1)F)C#C[Si](C(C)C)(C(C)C)C(C)C